(S)-1-(7-(4-methoxybenzyl)-4-methyl-5,7-dihydro-4H-isoxazolo[5,4-e]indazol-3-yl)ethane-1-one COC1=CC=C(CN2N=C3C[C@@H](C4=C(C3=C2)ON=C4C(C)=O)C)C=C1